(2S)-2-(isopropoxycarbonylamino)-4-[2-phenoxyethyl-[4-(5,6,7,8-tetrahydro-1,8-naphthyridin-2-yl)butyl]amino]butanoic acid C(C)(C)OC(=O)N[C@H](C(=O)O)CCN(CCCCC1=NC=2NCCCC2C=C1)CCOC1=CC=CC=C1